C1(=CC=C(C=C1)C(=O)O[C@H]1[C@@H](CC[C@H](C1)C)C(C)C)C1=CC=CC=C1 (1R,2S,5R)-2-isopropyl-5-methylcyclohexyl [1,1'-biphenyl]-4-carboxylate